((5-(trifluoromethyl)isoindolin-2-yl)methyl)-4H-pyran-4-one FC(C=1C=C2CN(CC2=CC1)CC=1OC=CC(C1)=O)(F)F